C1=CC=CC=2C3=CC=CC=C3C(C12)COC(=O)N([C@H](C(=O)O)CC1=CC=C(C=C1)OC)C (2S)-2-[9H-fluoren-9-ylmethoxycarbonyl(meth-yl)amino]-3-(4-methoxy-phenyl)propanoic acid